5-fluoro-N-(2,2,2-trifluoro-1-(4-methoxyphenyl)ethyl)pyridine-3-sulfonamide FC=1C=C(C=NC1)S(=O)(=O)NC(C(F)(F)F)C1=CC=C(C=C1)OC